C(C)(=O)C1=C(C=NC(=C1F)N(CC1=CC=C(C=C1)OC)CC1=CC=C(C=C1)OC)NC(OC(C)(C)C)=O tert-butyl (4-acetyl-6-(bis(4-methoxybenzyl)amino)-5-fluoropyridin-3-yl)carbamate